FC1=C(C(=CC=C1F)F)C(C)=O 1-(2,3,6-trifluorophenyl)ethan-1-one